CC1=C(CN(C(OC2CC2)=O)N2C(C3=CC=CC=C3C2=O)=O)C=CC(=C1)C cyclopropyl (2,4-dimethylbenzyl)(1,3-dioxoisoindolin-2-yl)carbamate